(3S)-3-(5-{[(3S,4S)-1-{[7-(2-hydroxypropan-2-yl)isoquinolin-3-yl]methyl}-4-(methoxymethyl)pyrrolidin-3-yl]oxy}-1-oxo-2,3-dihydro-1H-isoindol-2-yl)piperidine-2,6-dione OC(C)(C)C1=CC=C2C=C(N=CC2=C1)CN1C[C@H]([C@@H](C1)COC)OC=1C=C2CN(C(C2=CC1)=O)[C@@H]1C(NC(CC1)=O)=O